[N+](=O)([O-])C=1C=CC(=NC1)NC(OC)=O Methyl (5-nitropyridin-2-yl)carbamate